6-(cyclopropylmethyl)-3-(3,4-dichlorobenzyl)-2-methyl-5,6,7,8-tetrahydropyrido[4,3-d]pyrimidin-4(3h)-one C1(CC1)CN1CC2=C(N=C(N(C2=O)CC2=CC(=C(C=C2)Cl)Cl)C)CC1